NC1=NC=NN2C1=CC=C2[C@@]2(O[C@@H]([C@@H]1[C@H]2OC(O1)(C)C)CO[P@](=O)(OC1=CC=CC=C1)N[C@@H](C)C(=O)OCC(CC)CC)C#N 2-ethylbutyl ((S)-(((3aR,4R,6R,6aR)-6-(4-aminopyrrolo[2,1-f][1,2,4]triazin-7-yl)-6-cyano-2,2-dimethyltetrahydrofuro[3,4-d][1,3]dioxol-4-yl)methoxy)(phenoxy)phosphoryl)-L-alaninate